ethylene di-lithium carbonate C([O-])([O-])=O.[Li+].[Li+].C=C